amino-5'-benzoyl-5,6'-dimethyl-2-oxospiro[indoline-3,4'-pyran]-3'-carbonitrile NC=1OC(=C(C2(C1C#N)C(NC1=CC=C(C=C12)C)=O)C(C1=CC=CC=C1)=O)C